CN(C)C1=CC=C(C=C1)C(=C2C=CC(=[N+](C)C)C=C2)C3=CC=CC=C3 The molecule is an iminium ion obtained by dimethylation of the imino group of 4-{[4-(dimethylamino)phenyl](phenyl)methylene}cyclohexa-2,5-dien-1-imine. Used in the form of its chloride salt as a green-coloured dye. It has a role as a fluorochrome, an antibacterial drug and an antifungal drug.